ClC1=C(C=CC=C1)[C@H]1CC[C@H](N1C(C1=CC=C(C=C1)C=1C=NC(=NC1)N(C)C)=O)C(=O)O (2S,5R)-5-(2-chlorophenyl)-1-(4-(2-(dimethylamino)pyrimidin-5-yl)benzoyl)pyrrolidine-2-carboxylic acid